2-chloro-4-(2',6'-dimethyl-[1,1'-biphenyl]-2-yl)pyridine ClC1=NC=CC(=C1)C1=C(C=CC=C1)C1=C(C=CC=C1C)C